(4-(6-Ethyl-5-iodopyridin-2-yl)-1-methyl-1H-1,2,3-triazol-5-yl)methanol ethyl-4-[4-[(tert-butoxycarbonyl)amino]-1-methylpyrrole-2-amido]-1-methylimidazole-2-carboxylate C(C)C1=C(N=C(N1C)C(=O)OCC1=C(N=NN1C)C1=NC(=C(C=C1)I)CC)NC(=O)C=1N(C=C(C1)NC(=O)OC(C)(C)C)C